N'-(2,5-dimethyl-4-phenoxyphenyl)-N-ethyl-N-methylmethaneimidamide CC1=C(C=C(C(=C1)OC1=CC=CC=C1)C)N=CN(C)CC